3-(5-(1-((1H-benzo[d]imidazol-2-yl)methyl)piperidin-4-yl)-1-oxoisoindolin-2-yl)piperidine-2,6-dione N1C(=NC2=C1C=CC=C2)CN2CCC(CC2)C=2C=C1CN(C(C1=CC2)=O)C2C(NC(CC2)=O)=O